S(=S)(=O)(OC1=CC=C(C=C1)Cl)OC1=CC=C(C=C1)Cl bis(p-chlorophenyl) thiosulfate